N-Methacryloyl-3-aminopropanoic acid C(C(=C)C)(=O)NCCC(=O)O